C12CNCC(C1C1=C3CN(C(C3=CC(=C1F)F)=O)C1C(NC(CC1)=O)=O)C2 3-(4-(3-azabicyclo[3.1.1]heptan-6-yl)-5,6-difluoro-1-oxoisoindolin-2-yl)piperidine-2,6-dione